NC(C)(C)C1=CC(=NC(=C1)C1=CC=C(C=C1)F)OC1[C@@H]2CN(C[C@H]12)C(=O)C1=C(C(=NN1C)C=1N=CSC1)F ((1R,5S,6s)-6-((4-(2-aminopropan-2-yl)-6-(4-fluorophenyl)pyridin-2-yl)oxy)-3-azabicyclo[3.1.0]hexan-3-yl)(4-fluoro-1-methyl-3-(thiazol-4-yl)-1H-pyrazol-5-yl)methanone